C(C)C1=C(C=C2CCN(CC2=C1)C(C(F)(F)F)=O)NC1=NC=C(C(=N1)C1=CC2=C(C(NCCS2(=O)=O)=O)S1)C(F)(F)F 7-(2-((7-ethyl-2-(2,2,2-trifluoroacetyl)-1,2,3,4-tetrahydroisoquinolin-6-yl)amino)-5-(trifluoromethyl)pyrimidin-4-yl)-3,4-dihydrothieno[2,3-f][1,4]thiazepin-5(2H)-one 1,1-dioxide